(7S)-7-((7H-pyrrolo[2,3-d]pyrimidin-7-yl)methyl)-7-methyl-2-azaspiro[4.5]decan-3-one N1=CN=CC2=C1N(C=C2)C[C@@]2(CC1(CC(NC1)=O)CCC2)C